(E)-3-(4-Hydroxyphenyl)-1-[4-(2-oxo-2-pyrrolidin-1-ylethoxy)phenyl]prop-2-en-1-one OC1=CC=C(C=C1)/C=C/C(=O)C1=CC=C(C=C1)OCC(N1CCCC1)=O